N1=C(C(=CC=C1)CO)CO Pyridinedimethanol